ClC1=CC(=C(COC2=CC=CC(=N2)C2CCN(CC2)CC2=NC3=C(N2CF)C(=CC(=C3)C(=O)O)OCF)C=C1)F 2-((4-(6-((4-Chloro-2-fluorobenzyl)oxy)pyridin-2-yl)piperidin-1-yl)methyl)-7-(fluoromethoxy)-1-(fluoromethyl)-1H-benzo[d]imidazole-5-carboxylic acid